CC1=CC=2C(=NC=3N=C4C(=C(C3C2)N)C=CC=C4C)C=C1 2,7-Dimethyl-dibenzo[b,g][1,8]naphthyridin-11-ylamine